3-hydroxy-2,3-dihydro-2-phenylbenzopyran-4-one OC1C(OC2=C(C1=O)C=CC=C2)C2=CC=CC=C2